O([C@H]1[C@H](O)[C@@H](O)[C@H](O)[C@H](O1)CO)C1=CC=CC=C1 Phenyl beta-D-glucopyranoside